N-(3-(6-amino-8-((7-iodo-2,3-dihydrobenzo[b][1,4]dioxin-6-yl)thio)-9H-purin-9-yl)propyl)-2-methylpropane-1-sulfonamide NC1=C2N=C(N(C2=NC=N1)CCCNS(=O)(=O)CC(C)C)SC1=CC2=C(OCCO2)C=C1I